ClC=1C(=C(C=CC1F)N(C(=O)[C@H]1N(C(NC1)=O)C1=CC(=C2C(=N1)CCC2(F)F)C(F)(F)F)C)F (S)-N-(3-chloro-2,4-difluorophenyl)-3-(5,5-difluoro-4-(trifluoromethyl)-6,7-dihydro-5H-cyclopenta[b]pyridin-2-yl)-N-methyl-2-oxoimidazolidine-4-carboxamide